rac-(R)-6-(tetrahydrofuran-2-yl)quinoline-4-carboxylic acid O1[C@H](CCC1)C=1C=C2C(=CC=NC2=CC1)C(=O)O |r|